C1(=CC=CC=C1)S(=O)(=O)N1C=CC=2C1=NC=CC2C2=C(C=C(C=C2)NC(=O)[C@@H](CC(C)C)NC(OC(C)(C)C)=O)OC tert-Butyl N-[(1R)-1-[[4-[1-(benzenesulfonyl)pyrrolo[2,3-b]pyridin-4-yl]-3-methoxy-phenyl]carbamoyl]-3-methyl-butyl]carbamate